C1(=CC=CC=C1)N1N=NC(=C1)CNC(C)=O N-((1-phenyl-1H-1,2,3-triazol-4-yl)methyl)acetamide